(S)-5-(3-isopropyl-2-methyl-3H-imidazo[4,5-b]pyridin-5-yl)-N-(1-methoxypropan-2-yl)-7H-pyrrolo[2,3-d]pyrimidin-2-amine C(C)(C)N1C(=NC=2C1=NC(=CC2)C2=CNC=1N=C(N=CC12)N[C@H](COC)C)C